C(C)C1=NN2C(C=C(C=C2C)N2CC3(C2)CN(CC3)C(=O)[C@@H]3COCC3)=C1N(C=1SC(=C(N1)C1=CC=C(C=C1)F)C#N)C (S)-2-((2-ethyl-7-methyl-5-(6-(tetrahydrofuran-3-carbonyl)-2,6-diazaspiro[3.4]octane-2-yl)pyrazolo[1,5-a]pyridin-3-yl)(methyl)amino)-4-(4-fluorophenyl)thiazole-5-carbonitrile